C1(=CC=CC=C1)C1=C(C=2C(=NC=CN2)N=C1C1=NC2=CC=CC=C2N=C1C1=CC=CC=C1)C1=CC=CC=C1 7,8-diphenyl-6-(3-phenylquinoxalin-2-yl)pyrido[2,3-b]Pyrazine